FC=1C=C(C=C(C1)F)C1=CC(=NN1)C1CCNCC1 4-(5-(3,5-difluorophenyl)-1H-pyrazol-3-yl)piperidine